C(C1CO1)OCCC[Si](OC(C)C)(OC(C)C)C gamma-glycidoxypropyl-methyl-diisopropyl-oxysilane